Methyltridecanoat COC(CCCCCCCCCCCC)=O